6-(2-Amino-6-fluoro-5-(4-((1S,5R)-3-isopropyl-3-azabicyclo[3.1.0]hexan-1-yl)phenyl)pyridin-3-yl)-3,4-dihydroisoquinolin-1(2H)-one NC1=NC(=C(C=C1C=1C=C2CCNC(C2=CC1)=O)C1=CC=C(C=C1)[C@]12CN(C[C@@H]2C1)C(C)C)F